methyl 4-amino-3-(((1-isopropyl-1H-imidazol-5-yl)methyl)amino)benzoate NC1=C(C=C(C(=O)OC)C=C1)NCC1=CN=CN1C(C)C